4-(4-amino-5-methoxy-2-(1-methyl-1H-pyrazol-4-yl)phenyl)piperazine-1-carboxylic acid tert-butyl ester C(C)(C)(C)OC(=O)N1CCN(CC1)C1=C(C=C(C(=C1)OC)N)C=1C=NN(C1)C